(nitrooxy)propionic acid [N+](=O)([O-])OC(C(=O)O)C